3-((4-(dimethylamino)cyclohexyl)amino)-6-fluoro-5-(m-tolyl)-2,3,4,9-tetrahydro-1H-carbazole-8-carboxamide CN(C1CCC(CC1)NC1CCC=2NC3=C(C=C(C(=C3C2C1)C=1C=C(C=CC1)C)F)C(=O)N)C